allyl (2-propyne-1-yloxy) fluorophosphate P(=O)(OCC=C)(OOCC#C)F